FC1=C(C=CC(=C1)B1OC(C(O1)(C)C)(C)C)C=1C(=NN(C1)CCOC)C 4-[2-fluoro-4-(4,4,5,5-tetramethyl-1,3,2-dioxaborolan-2-yl)phenyl]-1-(2-methoxyethyl)-3-methyl-pyrazole